2,6-bis(2,4-diethyloxyphenyl)-4-(4-(2,4-dimethylphenyl)aminophenyl)pyridine C(C)OC1=C(C=CC(=C1)OCC)C1=NC(=CC(=C1)C1=CC=C(C=C1)NC1=C(C=C(C=C1)C)C)C1=C(C=C(C=C1)OCC)OCC